FC1=CN(C=2C1=NC(=CC2CN2C[C@H](CCC2)C)C(=O)OC)COCC[Si](C)(C)C methyl (S)-3-fluoro-7-((3-methylpiperidin-1-yl) methyl)-1-((2-(trimethylsilyl) ethoxy) methyl)-1H-pyrrolo[3,2-b]pyridine-5-carboxylate